1-(4-(5-(trifluoromethyl)pyridin-2-yl)piperazin-1-yl)prop-2-yn-1-one ethyl-2-[4-bromo-7-(trifluoromethoxy)indazol-1-yl]acetate C(C)OC(CN1N=CC2=C(C=CC(=C12)OC(F)(F)F)Br)=O.FC(C=1C=CC(=NC1)N1CCN(CC1)C(C#C)=O)(F)F